2-(3-(Tetradecyloxy)-5-(undecyloxy)benzyl)isoindoline-1,3-dione C(CCCCCCCCCCCCC)OC=1C=C(CN2C(C3=CC=CC=C3C2=O)=O)C=C(C1)OCCCCCCCCCCC